(S,E)-1-((1-((5-Fluoro-7-(3,3,3-trifluoropropyl)-1H-indol-2-yl)methyl)-2-oxo-1,2-dihydropyridin-3-yl)amino)-7-(methylamino)-1,7-dioxohept-5-en-2-yl-dimethylcarbamat FC=1C=C2C=C(NC2=C(C1)CCC(F)(F)F)CN1C(C(=CC=C1)NC([C@@H](CC\C=C\C(=O)NC)CN(C([O-])=O)C)=O)=O